N-(4-((4-([1,2,4]triazolo[1,5-a]pyridin-7-yloxy)-2-(methoxy-d3)-5-methylphenyl)amino)-7-methoxyquinazolin-6-yl)-2-fluoro-3-(pyrrolidin-2-yl)acrylamide N=1C=NN2C1C=C(C=C2)OC2=CC(=C(C=C2C)NC2=NC=NC1=CC(=C(C=C21)NC(C(=CC2NCCC2)F)=O)OC)OC([2H])([2H])[2H]